C(C)(C)(C)C=1C=C(N(N1)C1=CC=C(C=C1)Cl)NC(=O)NC=1SC(=CN1)CCC1=CC(=NC=C1)NC(=O)C1CC1 N-[4-[2-[2-[[5-tert-butyl-2-(4-chlorophenyl)pyrazol-3-yl]carbamoylamino]thiazol-5-yl]ethyl]-2-pyridyl]cyclopropanecarboxamide